4-(dimethylamino)-N-[(1S)-2-hydroxy-1-{3-[4-(trifluoromethyl)phenyl]-1,2,4-oxadiazol-5-yl}ethyl]benzamide CN(C1=CC=C(C(=O)N[C@@H](CO)C2=NC(=NO2)C2=CC=C(C=C2)C(F)(F)F)C=C1)C